2-chloro-6-[(2,4-dimethoxyphenyl)amino]pyrimidine-4-carbonitrile ClC1=NC(=CC(=N1)C#N)NC1=C(C=C(C=C1)OC)OC